FC1(CCN(CC1)C(=O)C=1C=C2C=CC=C(C2=CC1)C1=CC=2N(C=C1C)C(N(N2)C)=O)F 7-(6-(4,4-difluoropiperidine-1-carbonyl)naphthalen-1-yl)-2,6-dimethyl-[1,2,4]triazolo[4,3-a]pyridin-3(2H)-one